N-(6-(2-(((1r,4r)-4-aminocyclohexyl)amino)-quinazolin-6-yl)-5-fluoropyridin-3-yl)-2-chloro-benzenesulfonamide NC1CCC(CC1)NC1=NC2=CC=C(C=C2C=N1)C1=C(C=C(C=N1)NS(=O)(=O)C1=C(C=CC=C1)Cl)F